1-cyclopropyl-1-[1-(2,6-difluorophenyl)propan-2-yl]-3-(8-fluoro-quinolin-3-yl)thiourea C1(CC1)N(C(=S)NC=1C=NC2=C(C=CC=C2C1)F)C(CC1=C(C=CC=C1F)F)C